chloro-5-methoxypyridine-2-carbonitrile ClC=1C(=NC=C(C1)OC)C#N